FC1=CC=C2C(=CC=NC2=C1)N1CCN(CC1)C(=O)C1CCN(CC1)C(=O)OC(C)(C)C tert-butyl 4-(4-(7-fluoroquinolin-4-yl)piperazine-1-carbonyl)piperidine-1-carboxylate